heroin-HCl Cl.C1=CC(OC(=O)C)=C2C=3[C@@]45[C@@H](O2)[C@@H](OC(=O)C)C=C[C@H]4[C@@H](CC13)N(C)CC5